FC1(CC=2N(C3=CC=CC=C3C2C(=O)NC2CC3CCCC(C2)N3C(=O)OC(C)(C)C)CC1)F tert-butyl 3-(8,8-difluoro-6,7,8,9-tetrahydropyrido[1,2-a]indole-10-carboxamido)-9-azabicyclo[3.3.1]nonane-9-carboxylate